FC1=C(C=C(C=C1)OCC(F)(F)F)C(C)NC(=O)NC1CC2(C1)CCC2 1-{1-[2-fluoro-5-(2,2,2-trifluoro-ethoxy)-phenyl]-ethyl}-3-spiro[3.3]hept-2-yl-urea